Methyltyramine CC(CC1=CC=C(C=C1)O)N